NC1=CC(=C(C=C1)C1CCC(CC1)CN1CCC(CC1)C1=CC(=C2C=C(C(N(C2=C1)C)=O)C)N1CCN(C2=CC=C(C=C12)C#N)C)F 4-(7-(1-((4-(4-amino-2-fluorophenyl)cyclohexyl)methyl)piperidin-4-yl)-1,3-dimethyl-2-oxo-1,2-dihydroquinolin-5-yl)-1-methyl-1,2,3,4-tetrahydroquinoxaline-6-carbonitrile